1,2,3-trimethylimidazole bis(trifluoromethanesulfonyl)imide salt [N-](S(=O)(=O)C(F)(F)F)S(=O)(=O)C(F)(F)F.CN1C(N(C=C1)C)C